ClC=1C=C(C=CC1F)C(C=1NC(=CN1)S(=O)(=O)N(CCS(=O)(=O)C)C)C1=CC(=C(C=C1)F)Cl 2-(bis(3-chloro-4-fluorophenyl)methyl)-N-methyl-N-(2-(methylsulfonyl)ethyl)-1H-imidazole-5-sulfonamide